ClC=1C=C(C=CC1)NC1=NC2=C(C=3N1C(=NN3)C(=O)O)C=NC=C2 5-((3-chlorophenyl)amino)pyrido[3,4-e][1,2,4]triazolo[4,3-c]pyrimidine-3-carboxylic acid